(E)-2-(5-bromo-1H-indol-3-yl)-N'-octylidenethiazole-4-carbohydrazide BrC=1C=C2C(=CNC2=CC1)C=1SC=C(N1)C(=O)N/N=C/CCCCCCC